[8-(2-chlorophenyl)-7-(4-chlorophenyl)-3-(1,4-dioxan-2-ylmethyl)-2,6-dioxopurin-1-yl]Acetic acid ClC1=C(C=CC=C1)C1=NC=2N(C(N(C(C2N1C1=CC=C(C=C1)Cl)=O)CC(=O)O)=O)CC1OCCOC1